N-((8-fluoro-1,2,3,5,6,7-hexahydro-s-indacen-4-yl)carbamoyl)-5-(hydroxymethyl)-1-methyl-1H-pyrazole-3-sulfonamide FC=1C=2CCCC2C(=C2CCCC12)NC(=O)NS(=O)(=O)C1=NN(C(=C1)CO)C